6-[3-(2,2-Dimethylpropoxy)pyrazol-1-yl]-N-[[6-(1-piperidyl)-2-pyridyl]sulfonyl]-2-[(4S)-2,2,4-trimethylpyrrolidin-1-yl]pyridin-3-carboxamid CC(COC1=NN(C=C1)C1=CC=C(C(=N1)N1C(C[C@@H](C1)C)(C)C)C(=O)NS(=O)(=O)C1=NC(=CC=C1)N1CCCCC1)(C)C